5-Azido-N-phenylpentanamide N(=[N+]=[N-])CCCCC(=O)NC1=CC=CC=C1